2-chloro-4-[(3-{4-[(oxan-4-yl)amino]-1-(2,2,2-trifluoroethyl)-1H-indol-2-yl}prop-2-yn-1-yl)amino]benzene-1-sulfonamide ClC1=C(C=CC(=C1)NCC#CC=1N(C2=CC=CC(=C2C1)NC1CCOCC1)CC(F)(F)F)S(=O)(=O)N